N1=C(C=CC=C1)C1=CC=2C(N=C1)=NNC2 5-(pyridin-2-yl)-2H-pyrazolo[3,4-b]pyridin